1-(1-methylpiperidin-4-yl)-3-{[4-(propan-2-yloxy)phenyl]methyl}-1-[(2,3,6-trifluorophenyl)methyl]urea CN1CCC(CC1)N(C(=O)NCC1=CC=C(C=C1)OC(C)C)CC1=C(C(=CC=C1F)F)F